FC1CC2=CC=CC(=C2C1)N1N=CC2=NC=C(C=C21)OC (2-fluoro-2,3-dihydro-1H-inden-4-yl)-6-methoxy-1H-pyrazolo[4,3-b]pyridine